3-fluoro-N-((R,E)-4-(methylsulfonyl)but-3-en-2-yl)-5-(2-(o-tolyl)piperidin-1-yl)picolinamide FC=1C(=NC=C(C1)N1C(CCCC1)C1=C(C=CC=C1)C)C(=O)N[C@H](C)\C=C\S(=O)(=O)C